tert-butyl ((3S,6S,8S,10aR)-8-(benzyloxy)-3-(3-(morpholine-4-carbonyl)azetidine-1-carbonyl)-5-oxodecahydropyrrolo[1,2-a]azocin-6-yl)carbamate C(C1=CC=CC=C1)O[C@H]1CC[C@@H]2N(C([C@H](C1)NC(OC(C)(C)C)=O)=O)[C@@H](CC2)C(=O)N2CC(C2)C(=O)N2CCOCC2